ClC=1C=C(C=C(C1OC1=NNC(C(=C1)C(C)(C)F)=O)Cl)N1N=C(C(NC1=O)=O)C#N 2-(3,5-dichloro-4-((5-(2-fluoropropan-2-yl)-6-oxo-1,6-dihydropyridazin-3-yl)oxy)phenyl)-3,5-dioxo-2,3,4,5-tetrahydro-1,2,4-triazine-6-carbonitrile